3-bromo-5-(3,4-difluorophenyl)pyridine BrC=1C=NC=C(C1)C1=CC(=C(C=C1)F)F